FC=1C=CC2=C(N=C(O2)COC2=C(C=C(C=O)C=C2)OC)C1 4-((5-fluorobenzo[d]oxazol-2-yl)methoxy)-3-methoxybenzaldehyde